(2,4,6-trimethylbenzoyl)diphenylphosphinophosphorus oxide CC1=C(C(=O)[P](P(C2=CC=CC=C2)C2=CC=CC=C2)=O)C(=CC(=C1)C)C